C(#N)C1=CC=C(C(=O)N(CC2CC2)C=2C(=C(C(=O)Cl)C=CC2)F)C=C1 3-(4-cyano-N-(cyclopropylmethyl)benzamido)-2-fluorobenzoyl chloride